8-formyl-3-oxa-9-azaspiro[5.5]undecane-9-carboxylic acid tert-butyl ester C(C)(C)(C)OC(=O)N1C(CC2(CCOCC2)CC1)C=O